BrC=1C=C(C=NC1Cl)S(=O)(=O)N1CCOCC1 4-((5-bromo-6-chloropyridin-3-yl)sulfonyl)morpholine